4-(6-chloropyridin-2-yl)-2,3-dihydro-1H-pyrrolo[2,3-c]pyridine ClC1=CC=CC(=N1)C1=C2C(=CN=C1)NCC2